ClC=1C=C2C(=CN=C(C2=CN1)OC1CN(C1)S(=O)(=O)C)C(CC)O 1-(6-Chloro-1-((1-(methylsulfonyl)azetidin-3-yl)oxy)-2,7-naphthyridin-4-yl)propan-1-ol